2,5-di-tert-butylphenol C(C)(C)(C)C1=C(C=C(C=C1)C(C)(C)C)O